N(=[N+]=[N-])C[C@@H]1N(C[C@@H](N(C1)C(=O)OC(C)(C)C)C)C1=C(N=NC(=C1)Cl)Cl Tert-butyl (2S,5R)-5-(azidomethyl)-4-(3,6-dichloropyridazin-4-yl)-2-methylpiperazine-1-carboxylate